FC(OC=1C=C(C=CC1)CC(=O)N)F [3-(difluoromethoxy)phenyl]acetamide